thienyl-alanine S1C(=CC=C1)N[C@@H](C)C(=O)O